C(=O)(O)C1=CC=C(C=C1)C#CC1(CC(=CC(=C1)C#CC1=CC=C(C=C1)C(=O)O)C#CC1=CC=C(C=C1)C(=O)O)CCO 1,3,5-tris(4-carboxyphenylethynyl)benzene-ethanol